di(1,1,1,3,3,3-hexafluoropropan-2-yl) 3,3'-(oxocyclohex-2,6-diyl)dipropanoate O=C1C(CCCC1CCC(=O)OC(C(F)(F)F)C(F)(F)F)CCC(=O)OC(C(F)(F)F)C(F)(F)F